C(C)C(=C)C=CCC 2,4-diethyl-1,3-butadiene